tert-butyl 4-(4-amino-3-methoxyphenyl)-[1,4'-bipiperidine]-1'-carboxylate NC1=C(C=C(C=C1)C1CCN(CC1)C1CCN(CC1)C(=O)OC(C)(C)C)OC